C(#N)C=1C(=C(C(=NC1C(F)F)C(=O)NC=1C=C2C(=NNC2=CC1)C1CC1)C)C 5-Cyano-N-(3-cyclopropyl-1H-indazol-5-yl)-6-(difluoromethyl)-3,4-dimethylpicolinamide